(E)-4-((3-hydroxy-2-((methoxyimino)methyl)phenoxy)methyl)benzoic acid OC=1C(=C(OCC2=CC=C(C(=O)O)C=C2)C=CC1)/C=N/OC